9-methoxy-4,11,11-trimethyl-8-methylenebicyclo[7.2.0]undec-4-ene COC12C(CCC=C(CCC2C(C1)(C)C)C)=C